N-(3-(4-((4-(1-methyl-4-(trifluoromethyl)-1H-imidazol-2-yl)benzyl)amino)-6,7-dihydro-5H-cyclopenta[d]pyrimidin-2-yl)phenyl)acetamide CN1C(=NC(=C1)C(F)(F)F)C1=CC=C(CNC=2C3=C(N=C(N2)C=2C=C(C=CC2)NC(C)=O)CCC3)C=C1